(2,6-dichloropyridin-4-yl)methyl (S)-2-((tert-butoxycarbonyl)(methyl)amino)-3-cyclopentylpropanoate C(C)(C)(C)OC(=O)N([C@H](C(=O)OCC1=CC(=NC(=C1)Cl)Cl)CC1CCCC1)C